BrC1=C(C=C(C(=C1)F)F)CC1(CCN(CC1)C(=O)OC(C)(C)C)C#N tert-butyl 4-[(2-bromo-4,5-difluoro-phenyl)methyl]-4-cyano-piperidine-1-carboxylate